C1=CC=CC=2C3=CC=CC=C3C(C12)COC(=O)N[C@H](COC1CC1)C(=O)O N-(((9H-fluoren-9-yl)methoxy)carbonyl)-O-cyclopropyl-D-serine